FC(C)(F)C=1C=C(C(=C(C1)C(C(=O)O)N1C[C@@H](CC1)N(CCCCCC1=NC=2NCCCC2C=C1)C)OC)F 2-(5-(1,1-difluoroethyl)-3-fluoro-2-methoxyphenyl)-2-((R)-3-(methyl(5-(5,6,7,8-tetrahydro-1,8-naphthyridin-2-yl)pentyl)amino)pyrrolidin-1-yl)acetic acid